divinyl tridecanedioate (Vinyl brassylate) C(=C)C(C(=O)O)CCCCCCCCCCC(=O)O.C(CCCCCCCCCCCC(=O)OC=C)(=O)OC=C